p-chlorobenzoic acid sodium salt [Na+].ClC1=CC=C(C(=O)[O-])C=C1